C(C)OC(CCCCCN1C[C@@H]([C@@H](CC1)N)OC)=O 6-((3S,4R)-4-amino-3-methoxypiperidin-1-yl)hexanoic acid ethyl ester